3-(pyridazin-4-yl)propanoate N1=NC=C(C=C1)CCC(=O)[O-]